C1(CC1)C1=CC=C(C=N1)NC(=O)C1CC12CCN(CC2)C(=O)OC(C(F)(F)F)C(F)(F)F 1,1,1,3,3,3-hexafluoropropan-2-yl (+)-1-((6-cyclopropylpyridin-3-yl)carbamoyl)-6-azaspiro[2.5]octane-6-carboxylate